benzotriazole-1-yl-oxytris(dimethylamino)phosphonium hexafluorophosphate F[P-](F)(F)(F)(F)F.N1(N=NC2=C1C=CC=C2)O[P+](N(C)C)(N(C)C)N(C)C